N-(1-(4-chlorophenyl)-6-methyl-pyrimidin-4-yl)-1-nitrothiophene-carboxamide ClC1=CC=C(C=C1)N1CN=C(C=C1C)NC(=O)C=1S(C=CC1)[N+](=O)[O-]